3-(ethoxycarbonyl)-1-(o-tolyl)-1H-pyrazole-5-carboxylic acid C(C)OC(=O)C1=NN(C(=C1)C(=O)O)C1=C(C=CC=C1)C